(1R,2S)-2-aminocyclohexyl-carbamic acid tert-butyl ester C(C)(C)(C)OC(N[C@H]1[C@H](CCCC1)N)=O